NC1=C2C(=NC=N1)N(N=C2C2=CC=C(C=C2)OC2=CC=CC=C2)C2CCN(CC2)CC=2C(=NC=C(C2)F)N2C(NC(CC2)=O)=O 1-(3-((4-(4-amino-3-(4-phenoxyphenyl)-1H-pyrazolo[3,4-d]pyrimidin-1-yl)piperidin-1-yl)methyl)-5-fluoropyridin-2-yl)dihydropyrimidine-2,4(1H,3H)-dione